FC1=C2C=C(NC2=CC=C1OC1=CC=NC2=CC(=C(C=C12)OC)O)C 4-(4-fluoro-2-methyl-1H-indol-5-yloxy)-6-methoxyquinoline-7-ol